ClC1=CC=C2C(=N1)C(=CS2)C(=O)C2=CC=CC=C2 (5-chlorothieno[3,2-b]pyridin-3-yl)(phenyl)methanone